7-Bromo-4-methoxy-2-methyltriazolo[4,5-c]pyridine BrC=1C=2C(C(=NC1)OC)=NN(N2)C